(E)-1-(3-(4-((4-([1,2,4]triazolo[1,5-a]pyridin-7-yloxy)-3-methylphenyl)amino)pyrrolo[2,1-f][1,2,4]triazin-5-yl)-2,5-dihydro-1H-pyrrol-1-yl)-4-(dimethylamino)but-2-en-1-one acetate C(C)(=O)O.N=1C=NN2C1C=C(C=C2)OC2=C(C=C(C=C2)NC2=NC=NN1C2=C(C=C1)C=1CN(CC1)C(\C=C\CN(C)C)=O)C